4-((S)-5-(3,5-dichloro-4-fluorophenyl)-5-(trifluoromethyl)-4,5-dihydroisoxazol-3-yl)-N-((S)-2-ethyl-3-oxoisoxazolidin-4-yl)-2-methylbenzamide ClC=1C=C(C=C(C1F)Cl)[C@@]1(CC(=NO1)C1=CC(=C(C(=O)N[C@@H]2C(N(OC2)CC)=O)C=C1)C)C(F)(F)F